2-(4-bromophenyl)-5-methoxy-8,8-dimethyl-4H,8H-pyrano[2,3-f]chromen-4-one BrC1=CC=C(C=C1)C1=CC(C=2C(=C3C=CC(OC3=CC2OC)(C)C)O1)=O